1-((2-(isopropylamino)pyridin-4-yl)methyl)-5,5-dimethyl-3-(1,1,2-trimethyl-3-oxoisoindolin-5-yl)imidazolidine-2,4-dione C(C)(C)NC1=NC=CC(=C1)CN1C(N(C(C1(C)C)=O)C=1C=C2C(N(C(C2=CC1)(C)C)C)=O)=O